OC1=CC(=C(C(=O)NC2(CC2)C2=C3C=CC=NC3=CC(=C2)OC)C=C1OC[C@H]1N(CC1)C)C (S)-4-Hydroxy-N-(1-(7-methoxyquinolin-5-yl)cyclopropyl)-2-methyl-5-((1-methylazetidin-2-yl)methoxy)benzamide